6-bromo-2,4,7-trichloroquinazoline BrC=1C=C2C(=NC(=NC2=CC1Cl)Cl)Cl